ferric manganite [Mn](=O)([O-])[O-].[Fe+3].[Mn](=O)([O-])[O-].[Mn](=O)([O-])[O-].[Fe+3]